C(C)C=1C(=C2C=NNC2=C(C1F)N(C)CC)C=1N=CC=2N(C1)C=C(N2)NC(=O)[C@H]2[C@H](C2)F (1S,2S)-N-(6-(5-ethyl-7-(ethyl-(methyl)amino)-6-fluoro-1H-indazol-4-yl)imidazo[1,2-a]pyrazin-2-yl)-2-fluorocyclopropane-1-carboxamide